CN([C@@H](C)C(=O)[O-])[P@](=O)(OC[C@H]1O[C@H](C=C1)N1C(NC(C(=C1)C(F)(F)F)=O)=O)OC1=CC=C(C=C1)Br |o1:7| methyl((S or R)-(4-bromophenoxy) (((2S,5R)-5-(2,4-dioxo-5-(trifluoromethyl)-3,4-dihydropyrimidin-1(2H)-yl)-2,5-dihydrofuran-2-yl)methoxy)phosphoryl)-L-alaninate